N-(4-cyano-2-cyclopropyl-5-methylphenyl)-N-(3,5-dimethylpyridin-2-yl)but-2-ynamide C(#N)C1=CC(=C(C=C1C)N(C(C#CC)=O)C1=NC=C(C=C1C)C)C1CC1